O1C(OCC1)C1=C(C=CC=C1I)O 2-(1,3-dioxolan-2-yl)-3-iodophenol